FC(OC1=NC(=CC=C1NC(=O)C1(CN(C1)CCOC(C(=O)O)(C)C)C1=C(C=CC=C1)C(C)C)C)F 2-(2-(3-((2-(difluoromethoxy)-6-methylpyridin-3-yl)carbamoyl)-3-(2-isopropylphenyl)azetidin-1-yl)ethoxy)-2-methylpropanoic acid